3-tert-butyl-N-(3'-(difluoromethoxy)-4,5'-difluoro-[1,1'-biphenyl]-3-yl)benzenesulfonamide C(C)(C)(C)C=1C=C(C=CC1)S(=O)(=O)NC=1C=C(C=CC1F)C1=CC(=CC(=C1)F)OC(F)F